tert-butyl (3S)-3-[[4-[8-[tert-butoxycarbonyl(2-cyanoallyl)amino]-7-methoxy-2-naphthyl]pyrimidine-2-carbonyl]amino]piperidine-1-carboxylate C(C)(C)(C)OC(=O)N(C=1C(=CC=C2C=CC(=CC12)C1=NC(=NC=C1)C(=O)N[C@@H]1CN(CCC1)C(=O)OC(C)(C)C)OC)CC(=C)C#N